ClC=1C=C(C=C(C1)C(F)(F)F)S(=O)(=O)NC=1C(=C(C(=CC1)F)C=1C=C2C=NC(=NC2=CC1)NC(C(C)(C)C)=O)F N-(6-(3-(3-chloro-5-(trifluoromethyl)phenylsulfonamido)-2,6-difluorophenyl)quinazoline-2-yl)pivaloamide